N=1N=CC2=NC=NC(C21)=O 7H-pyrazolo[4,3-d]Pyrimidin-7-one